CC(CO)(CCCCCCCC)C 2,2-dimethyldecanol